9-(4-(4-(dimethoxymethyl)piperidin-1-yl)phenyl)-8-phenyl-6,7-dihydro-5H-benzo[7]annulene-3-carboxylic acid COC(C1CCN(CC1)C1=CC=C(C=C1)C1=C(CCCC2=C1C=CC(=C2)C(=O)O)C2=CC=CC=C2)OC